COC1=NC=C(C2=C1C=CN2CC2=CC=C(C=C2)C2=NC(=CC=C2)OC)C(=O)NC2CC1(CC(C1)C(=O)O)C2 (Sa)-6-(4-Methoxy-1-(4-(6-methoxypyridin-2-yl)benzyl)-1H-pyrrolo[3,2-c]pyridine-7-carboxamido)spiro[3.3]heptane-2-carboxylic acid